propane-2,2-diylbis[4,1-phenyleneoxy (2-hydroxypropane-3,1-diyl)] bis(2-methylprop-2-enoate) CC(C(=O)OCC(COC1=CC=C(C=C1)C(C)(C)C1=CC=C(C=C1)OCC(COC(C(=C)C)=O)O)O)=C